FC(C1=CC=C(C(=O)OC2=CC=C(C(=O)N)C=C2)C=C1)(F)F 4-((4-(trifluoromethyl)benzoyl)oxy)benzamide